1-Oleoyl-2-myristoyl-sn-glycero-3-phosphorylcholine C(CCCCCCC\C=C/CCCCCCCC)(=O)OC[C@@H](OC(CCCCCCCCCCCCC)=O)COP(=O)(O)OCC[N+](C)(C)C